Cl.NCCN(C(CC)C=1C(=C(C#N)C=CC1)F)C1CC1 (1-((2-aminoethyl)(cyclopropyl)amino)propyl)-2-fluorobenzonitrile hydrochloride